COC(C(=[N+]=[N-])C1=CC=C(C=C1)Br)=O.ClC=1C=CC2=C(N=C(S2)C2CC3(CC(C3)NC(=O)C3=CC(=NC=C3)N(C)C(C)C)C2)C1 N-[6-(5-chloro-1,3-benzothiazol-2-yl)spiro[3.3]heptan-2-yl]-2-[isopropyl-(methyl)amino]pyridine-4-carboxamide methyl-2-(4-bromophenyl)-2-diazoacetate